C(C)(C)(C)OC(N(CCC1=C(C=C(C(=C1)OC)S(=O)C)OC)CC1=CC(=CC(=C1)C)Cl)=O tert-butyl(3-chloro-5-methylbenzyl)(2,5-dimethoxy-4-(methylsulfinyl)phenethyl)carbamate